(S)-2-(aminomethyl)-3-methylbutyric acid NC[C@@H](C(=O)O)C(C)C